1-cyclobutyl-4-methyl-5-(2-(trifluoromethyl)phenyl)-1H-pyrrole-3-carbonyl chloride C1(CCC1)N1C=C(C(=C1C1=C(C=CC=C1)C(F)(F)F)C)C(=O)Cl